(S)-2-cyclohexylpropionic acid C1(CCCCC1)[C@@H](C(=O)O)C